1,3-dichloro-1,1-dimethyl-3,3-diphenyldisilazane Cl[Si](N[Si](C1=CC=CC=C1)(C1=CC=CC=C1)Cl)(C)C